ClC1=NC=C(C=C1)S(=O)C(C)C 2-chloro-5-(isopropylsulfinyl)pyridine